C(C)(C)C1CCN(CC1)C1=NC=C(C=N1)NC1CC(C1)NC(OC(C)(C)C)=O tert-butyl (3-((2-(4-isopropylpiperidin-1-yl)pyrimidin-5-yl)amino)cyclobutyl)carbamate